4-{[(4'-fluorophenyl)carbamoyl]amino}benzenesulfonamide NS(=O)(=O)C1C=CC(NC(=O)NC2C=CC(F)=CC=2)=CC=1